4-nitrobenzyl ((1r,3r)-3-(3-mercaptoazetidin-1-yl)cyclobutyl)carbamate SC1CN(C1)C1CC(C1)NC(OCC1=CC=C(C=C1)[N+](=O)[O-])=O